4-(2,2-diethoxy-ethoxy)-3,4-dimethyl-pent-1-ene C(C)OC(COC(C(C=C)C)(C)C)OCC